benzo[d]oxazol-2-yl disulfide O1C(=NC2=C1C=CC=C2)SSC=2OC1=C(N2)C=CC=C1